FC1=CC2=C(NC(S2)=O)C=C1 6-fluorobenzothiazol-2(3H)-one